(6-(N,N-dibenzylamino)-2-methoxy-quinolin-3-yl)-4-dimethylamino-2-(1-naphthyl)-1-phenyl-2-butanol C(C1=CC=CC=C1)N(CC1=CC=CC=C1)C=1C=C2C=C(C(=NC2=CC1)OC)C(C(CCN(C)C)(O)C1=CC=CC2=CC=CC=C12)C1=CC=CC=C1